C1N(CC12CCC2)C2=CC=C(C=C2)NC=2C=CC1=C(OCC(N1C)=O)C2 7-((4-(2-Azaspiro[3.3]hept-2-yl)phenyl)amino)-4-methyl-2H-benzo[b][1,4]oxazin-3(4H)-one